C(C=C)(=O)NC(C)(C)CS(=O)(=O)[O-].C(C=C)(=O)[NH3+] acryloylAmmonium acryloyl-dimethyltaurate